FC1(CC(CC1)(CO)NC(=O)[C@@H]1CCC=2C(=NN(C2C1)C1=NC=C(C=C1)F)C1=CC(=CC=C1)OC(F)F)F (6R)-N-(3,3-difluoro-1-(hydroxymethyl)cyclopentyl)-3-(3-(difluoromethoxy)phenyl)-1-(5-fluoropyridin-2-yl)-4,5,6,7-tetrahydro-1H-indazole-6-carboxamide